Magnesium diethylphosphinate C(C)P([O-])(=O)CC.[Mg+2].C(C)P([O-])(=O)CC